C(#N)NC#N.[NH2+]1CCCC1 pyrrolidinium dicyanoamine salt